C(C)C=1C(=C(C=CC1)C(C(=O)[O-])C(=O)[O-])CC.C(C)C=1C(=C(C=CC1)C(C(=O)[O-])C(=O)[O-])CC.C(C)C=1C(=C(C=CC1)C(C(=O)[O-])C(=O)[O-])CC.[Al+3].[Al+3] aluminum tris(diethyl phenylmalonate)